2,6-dibromo-1,4-phenyleneether BrC1=C2C(=CC(=C1)O2)Br